C(C)(C)(C)OC(=O)C1CC(C1)([C@H](C)O)N (1s,3s)-3-amino-3-(1-hydroxyethyl)cyclobutane-1-carboxylic acid tert-butyl ester